serine-β-naphthylamide C1=C(C=CC2=CC=CC=C12)NC([C@@H](N)CO)=O